azaporphin C12=NC=C(N1)C=C1C=CC(=N1)C=C1C=CC(N1)=CC=1C=CC(N1)=C2